[C@@H]1([C@H](O)[C@@H](O)[C@@H](O)[C@H](O1)CO)O[C@@H]([C@@H](C=O)O)[C@H](O)CO 3-O-β-D-galactopyranosyl-D-arabinose